(2S,3S,4R,5R)-5-(6-(benzylamino)-2-(furan-3-yl)-9H-purin-9-yl)-3,4-dihydroxyl-N-methyltetrahydrofuran-2-carboxamide C(C1=CC=CC=C1)NC1=C2N=CN(C2=NC(=N1)C1=COC=C1)[C@H]1[C@@H]([C@@H]([C@H](O1)C(=O)NC)O)O